3(2H)-furanone dihydrochloride Cl.Cl.O1CC(C=C1)=O